(3aR,5s,6aS)-2-((2-methyl-6-(trifluoromethyl)pyridin-3-yl)sulfonyl)-N-(tetrahydro-2H-pyran-4-yl)octahydrocyclopenta[c]pyrrol-5-amine CC1=NC(=CC=C1S(=O)(=O)N1C[C@@H]2[C@H](C1)CC(C2)NC2CCOCC2)C(F)(F)F